(R)-2-amino-2-(1-(3-chlorophenyl)piperidin-4-yl)-1-(4-(2-methoxybenzyl)piperazin-1-yl)ethan-1-one hydrochloride Cl.N[C@@H](C(=O)N1CCN(CC1)CC1=C(C=CC=C1)OC)C1CCN(CC1)C1=CC(=CC=C1)Cl